iso-butyl (3-cyano-3-hydroxypropyl)methylphosphinate C(#N)C(CCP(OCC(C)C)(=O)C)O